C(C)(C)(C)OC(N[C@@H]1C(N(C2=C(OC1)C=CC(=C2)OC2CCC(CC2)(C)C)C)=O)=O (S)-(7-((4,4-dimethylcyclohexyl)oxy)-5-methyl-4-oxo-2,3,4,5-tetrahydrobenzo[b][1,4]oxazepin-3-yl)carbamic acid tert-butyl ester